C(CCC)OC(=O)C=1C(=CC=CC1)C1=CC=C(C=C1)C 4'-methyl-2-biphenyl-carboxylic acid n-butyl ester